titanium-zirconium oxyhydroxide O(O)O.[Zr].[Ti]